(6-(3-methyl-1-(o-tolyl)-1H-pyrazol-5-yl)-2-azaspiro[3.3]heptan-2-yl)(thiazol-2-yl)methanone CC1=NN(C(=C1)C1CC2(CN(C2)C(=O)C=2SC=CN2)C1)C1=C(C=CC=C1)C